3-[4-methyl-1-(2,2,2-trifluoroethyl)-1H-benzotriazol-5-yl]propanoic acid CC1=C(C=CC=2N(N=NC21)CC(F)(F)F)CCC(=O)O